COC(=O)C=1C=2C(C(C(NC2C=C(C1)F)C1COCC1)C1=C(C=CC=C1)Cl)=O 3-(2-chlorophenyl)-7-fluoro-4-oxo-2-(oxolan-3-yl)-2,3-dihydro-1H-quinoline-5-carboxylic acid methyl ester